4-{4-[4-(dimethylamino)phenoxy]piperidin-1-yl}-1-methyl-2-oxo-1,2-dihydroquinoline-3-carbonitrile CN(C1=CC=C(OC2CCN(CC2)C2=C(C(N(C3=CC=CC=C23)C)=O)C#N)C=C1)C